3-(2-(4-methylpyridin-2-yl)ethyl)quinazolin-4(3H)-one CC1=CC(=NC=C1)CCN1C=NC2=CC=CC=C2C1=O